bis(p-tolyl)aluminum hydride C1(=CC=C(C=C1)[AlH]C1=CC=C(C=C1)C)C